3-(4-fluorophenylethylamino)-1-methyl-4-(2-methyl-1H-indol-3-yl)-1H-pyrrole-2,5-dione FC1=CC=C(C=C1)CCNC=1C(N(C(C1C1=C(NC2=CC=CC=C12)C)=O)C)=O